CS(=O)(=O)C=1C=C(CNC2=NC(=NC=C2C(F)(F)F)NC2=CC=C(C=C2)N2CCN(CC2)CC2=CC(=NC=C2)C2C(NC(CC2)=O)=O)C=CC1 3-(4-((4-(4-((4-((3-(methylsulfonyl)benzyl)amino)-5-(trifluoromethyl)pyrimidin-2-yl)amino)phenyl)piperazin-1-yl)methyl)pyridin-2-yl)piperidine-2,6-dione